FC12CC(C1)(C2)CNCC=2C=CC=1N(C2)C=C(N1)CN1N=NC(=C1)C=1C(=NC=C(C1)N1CCCC1)C 1-(3-fluorobicyclo[1.1.1]pentan-1-yl)-N-((2-((4-(2-methyl-5-(pyrrolidin-1-yl)pyridin-3-yl)-1H-1,2,3-triazol-1-yl)methyl)imidazo[1,2-a]pyridin-6-yl)methyl)methylamine